CC1=CC=C(C=C1)S(=O)(=O)OCCOCCOC=1C=C(C(=CC1)C(=O)OC)C(=O)OC Dimethyl 4-[2-[2-(4-methylphenyl)sulfonyloxyethoxy]ethoxy]benzene-1,2-dicarboxylate